3,7-dimethyl-6-octen-1-yl acetate C(C)(=O)OCCC(CCC=C(C)C)C